7-amino-N-(2-{9-amino-2-methyl-1,4-dioxa-7-azaspiro[4.4]nonan-7-yl}-5,6,7,8-tetrahydroquinolin-6-yl)-3-methylthieno[2,3-b]pyrazine-6-carboxamide NC1=C(SC2=NC(=CN=C21)C)C(=O)NC2CC=1C=CC(=NC1CC2)N2CC1(OCC(O1)C)C(C2)N